3-[4-[4-(3-hydroxypropyl)-1-piperidyl]phenyl]piperidine-2,6-dione OCCCC1CCN(CC1)C1=CC=C(C=C1)C1C(NC(CC1)=O)=O